C(C)(C)(C)C1=CC=C(C(=N1)C1=CC=C(C=C1)C)C(=O)NS(=O)(=O)C1=CC=C(C=C1)C#N 6-tert-Butyl-N-(4-cyanophenyl)sulfonyl-2-(p-tolyl)pyridin-3-carboxamid